OC(C#CC1=CC2=C(OCC(C(N2C)=O)NC(=O)C2=NC=CC=C2)C=C1)(C)C N-(7-(3-hydroxy-3-methylbut-1-yn-1-yl)-5-methyl-4-oxo-2,3,4,5-tetrahydrobenzo[b][1,4]oxazepin-3-yl)pyridineamide